ClC=1C=C(C=CC1)S(=O)(=O)NCCCCOCCNC1=NC2=C(C3=CN=CC=C13)C=CC(=C2)C(=O)N 5-((2-(4-(3-Chlorophenylsulfonamido)butoxy)ethyl)amino)benzo[c][2,6]naphthyridine-8-carboxamide